ClC1=CC2=C(N=C(N=C2)NC=2C=NN(C2C)C2CC2)N=C1N1CCN(CC1)[C@@H]1[C@@H](COC1)O |o1:27,28| (3S,4S) or (3R,4R)-4-(4-{6-chloro-2-[(1-cyclopropyl-5-methyl-1H-pyrazol-4-yl)amino]pyrido[2,3-d]pyrimidin-7-yl}piperazin-1-yl)oxolan-3-ol